benzyl (S)-(2-(2-(1,5-diamino-1,5-dioxopentan-2-yl)-1-oxo-2,7-diazaspiro[3.5]nonan-7-yl)-2-oxoethyl)carbamate NC([C@H](CCC(=O)N)N1C(C2(C1)CCN(CC2)C(CNC(OCC2=CC=CC=C2)=O)=O)=O)=O